C1N(CCC2=CC=CC=C12)C[C@H](CN1C(C2=CC=C(C=C2CC1)N1CCN(CC1)C=O)=O)O 4-[2-[(2R)-3-(3,4-dihydro-1H-isoquinolin-2-yl)-2-hydroxy-propyl]-1-oxo-3,4-dihydroisoquinolin-6-yl]piperazine-1-carbaldehyde